rac-4-[[2-[4-[4-amino-2-(N-[2-amino-1-methyl-2-oxoethyl]-4-fluoro-anilino)thiazole-5-carbonyl]phenoxy]acetyl]amino]benzamide NC=1N=C(SC1C(=O)C1=CC=C(OCC(=O)NC2=CC=C(C(=O)N)C=C2)C=C1)N(C1=CC=C(C=C1)F)[C@@H](C(=O)N)C |r|